C(CCCCCCCCCCCCCCCCCCC)(=O)NCCN(C)C arachidamidoethyldi-methylamine